3-Cyclopentyl-3-(4-(2-(trifluoromethyl)imidazo[4,5-d]pyrrolo[2,3-b]pyridin-1(6H)-yl)-1H-pyrazol-1-yl)propanenitrile C1(CCCC1)C(CC#N)N1N=CC(=C1)N1C(=NC=2C1=C1C(=NC2)NC=C1)C(F)(F)F